1,1-dimethylocta-hydropyrrolo[3,4-c]pyrrole CC1(NCC2C1CNC2)C